3-((2,5-dibromothiophen-3-yl)(methoxy)methyl)-1,2-oxathiane 2,2-dioxide BrC=1SC(=CC1C(C1S(OCCC1)(=O)=O)OC)Br